C1(CC1)C1=C(C=C(C(=C1)I)C)N(C(C#CC1CCOCC1)=O)C1=CC=C2C(=N1)C(N(C2)C2COCC2)=O N-(2-cyclopropyl-4-iodo-5-methylphenyl)-3-(oxan-4-yl)-N-[7-oxo-6-(oxolan-3-yl)-5H-pyrrolo[3,4-b]pyridin-2-yl]prop-2-ynamide